(1-((3-(4-(hydroxymethyl)piperidin-1-yl)phenyl)sulfonyl)piperidin-4-yl)carbamic acid tert-butyl ester C(C)(C)(C)OC(NC1CCN(CC1)S(=O)(=O)C1=CC(=CC=C1)N1CCC(CC1)CO)=O